Cl.N[C@H](C(=O)NC1=CC=C(C=C1)C=1CCOCC1)C(C1=CC=CC=C1)C1=CC=CC=C1 (S)-2-amino-N-(4-(3,6-dihydro-2H-pyran-4-yl)phenyl)-3,3-diphenylpropanamide hydrochloride